2-(4-amino-3-(naphthalen-2-yl)-1H-pyrazolo[3,4-d]pyrimidin-1-yl)acetamide NC1=C2C(=NC=N1)N(N=C2C2=CC1=CC=CC=C1C=C2)CC(=O)N